5-(4-((8-(difluoromethoxy)-2-methyl-3-oxo-3,4-dihydroquinoxalin-6-yl)methyl)piperazin-1-yl)-N-ethoxy-6-fluoropyridinecarboxamide FC(OC=1C=C(C=C2NC(C(=NC12)C)=O)CN1CCN(CC1)C=1C=CC(=NC1F)C(=O)NOCC)F